Cl.ClC1=C(C=C(C=C1)C1=NN2C(CNCC2)=C1C1=CC=NC=C1)F 2-(4-chloro-3-fluorophenyl)-3-(pyridin-4-yl)-4,5,6,7-tetrahydropyrazolo[1,5-a]pyrazine hydrochloride